FC=1C=C(C(=O)O)C=C(C1C)NC1=NC=CC=C1C1=C2N=CN(C2=NC=N1)C1OCCCC1 3-fluoro-4-methyl-5-((3-(9-(tetrahydro-2H-pyran-2-yl)-9H-purin-6-yl)pyridin-2-yl)amino)benzoic acid